C(C)(=O)[O-].[Ru+3].P.P.C(C)(=O)[O-].C(C)(=O)[O-] diphosphine ruthenium acetate